(1'S)-6'-bromo-8-(difluoromethoxy)-3',5'-difluoro-6-(trifluoromethyl)-2'H,3H-spiro[imidazo[1,2-a]pyridine-2,1'-naphthalen]-4'(3'H)-one BrC=1C(=C2C(C(C[C@@]3(C2=CC1)N=C1N(C=C(C=C1OC(F)F)C(F)(F)F)C3)F)=O)F